FC(C(=O)O)(F)F.CN1CC(CCC1)N(S(N)(=O)=O)C=1C=NN(C1)C 1-methyl-3-[(1-methylpyrazol-4-yl)-sulfamoylamino]piperidine trifluoroacetate